2-[3-(3-{[(propan-2-yl)amino]methyl}pyrrolidin-1-yl)-1,2,4-triazin-6-yl]-5-(1H-pyrazol-4-yl)phenol CC(C)NCC1CN(CC1)C=1N=NC(=CN1)C1=C(C=C(C=C1)C=1C=NNC1)O